Cl.Cl.S1[Se]CC[C@@H](C1)NCCC(=O)N1CCN(CC1)C (S)-3-((1,2-Thiaselenan-5-yl)amino)-1-(4-methylpiperazin-1-yl)propan-1-one dihydrochloride